methoxyethylpyrimidine COCCC1=NC=CC=N1